N1,N1'-([1,1'-biphenyl]-3,5-diylbis(methylene))bis(N4-(3-(isobutylamino)propyl)butane-1,4-diamine), hydrochloride salt Cl.C1(=CC(=CC(=C1)CNCCCCNCCCNCC(C)C)CNCCCCNCCCNCC(C)C)C1=CC=CC=C1